1,3-bis(cyclohexylmethyl)imidazole hydroxide [OH-].C1(CCCCC1)CN1CN(C=C1)CC1CCCCC1